7-(4-fluorophenyl)-3-methyl-5-(1,1,1-trifluoro-2-hydroxy-3-(1-methyl-3-(thiazol-4-yl)-1H-pyrazole-5-carboxamido)propan-2-yl)-2,3-dihydrofuro[2,3-c]pyridine-3-carboxamide FC1=CC=C(C=C1)C=1N=C(C=C2C1OCC2(C(=O)N)C)C(C(F)(F)F)(CNC(=O)C2=CC(=NN2C)C=2N=CSC2)O